C(C)(C)(C)OC(=O)NCCC(=O)NC=1N=C(N(C1)C)C(=O)NC=1C=C(N(C1)C)C(=O)OC Methyl 4-(4-[3-[(tert-butoxycarbonyl)amino]propanamido]-1-methylimidazole-2-amido)-1-methylpyrrole-2-carboxylate